p-vinylphenol C=CC1=CC=C(C=C1)O